FC1=C(C#N)C(=CC(=C1)CC(C)C)N1CCN(CC1)CC1=NC2=CC=CC=C2C(N1)=O 2-fluoro-4-isobutyl-6-(4-((4-oxo-3,4-dihydroquinazolin-2-yl)methyl)piperazin-1-yl)benzonitrile